Propylene Glycol diCaprate C(=O)(CCCCCCCCC)OCC(C)OC(=O)CCCCCCCCC